5-(1-isopropyl-1H-benzo[d][1,2,3]triazol-5-yl)-3-(2-methoxy-phenyl)-1,2,4-oxadiazole C(C)(C)N1N=NC2=C1C=CC(=C2)C2=NC(=NO2)C2=C(C=CC=C2)OC